1-(3-((4-((4-([1,2,4]Triazolo[1,5-c]pyrimidin-7-yloxy)-3-methyl-phenyl)amino)-7-methoxyquinazolin-6-yl)oxy)-8-azabicyclo[3.2.1]octan-8-yl)prop-2-en-1-one N=1C=NN2C=NC(=CC21)OC2=C(C=C(C=C2)NC2=NC=NC1=CC(=C(C=C21)OC2CC1CCC(C2)N1C(C=C)=O)OC)C